(R)-N-(4-(4-(3-methylisoxazol-4-yl)phenyl)-5,6,7,8-tetrahydroisoquinolin-8-yl)propanamide CC1=NOC=C1C1=CC=C(C=C1)C1=CN=CC=2[C@@H](CCCC12)NC(CC)=O